BrC=1C=CC2=CN(N=C2C1F)COCC[Si](C)(C)C 6-bromo-7-fluoro-2-((2-(trimethylsilyl)ethoxy)methyl)-2H-indazole